(2S,3R,4R)-1-acetyl-2-cyclopropyl-N-(1,3-dihydroxypropan-2-yl)-3-methyl-4-(pyrimidin-2-ylamino)-1,2,3,4-tetrahydroquinoline-6-carboxamide C(C)(=O)N1[C@H]([C@@H]([C@H](C2=CC(=CC=C12)C(=O)NC(CO)CO)NC1=NC=CC=N1)C)C1CC1